N-(4-(4-carbamoyl-5-(pyrazin-2-ylamino)-1H-pyrazol-3-yl)phenyl)-3-(3-fluorophenyl)piperidine-1-carboxamide C(N)(=O)C=1C(=NNC1NC1=NC=CN=C1)C1=CC=C(C=C1)NC(=O)N1CC(CCC1)C1=CC(=CC=C1)F